BrC1=C(C=CC=C1)NC1=NC(=NC=C1C(=O)N)NC1=C(C=C2CCN(CC2=C1)CC(F)F)OC 4-((2-bromophenyl)amino)-2-((2-(2,2-difluoroethyl)-6-methoxy-1,2,3,4-tetrahydroisoquinolin-7-yl)amino)pyrimidine-5-carboxamide